ethyl 3-bromo-1-(pyrazin-2-yl)-1H-thieno[2,3-c]pyrazole-5-carboxylate BrC=1C2=C(N(N1)C1=NC=CN=C1)SC(=C2)C(=O)OCC